1-[2-[6-[3-(Difluoromethyl)-4-fluoro-phenyl]pyrazolo[4,3-b]pyridin-1-yl]acetyl]pyrrolidin-3-one FC(C=1C=C(C=CC1F)C=1C=C2C(=NC1)C=NN2CC(=O)N2CC(CC2)=O)F